C(C)(C)(C)OC(CCC)=O 4-butanoic acid tert-butyl ester